2-hydroxy-N-(4-(hydroxymethyl)-5-(4-methylbenzyl)thiazol-2-yl)acetamide OCC(=O)NC=1SC(=C(N1)CO)CC1=CC=C(C=C1)C